2-([1,1'-biphenyl]-4-yl)ethyl-L-prolyl-L-leucinamide C1(=CC=C(C=C1)CCN1[C@@H](CCC1)C(=O)N[C@@H](CC(C)C)C(=O)N)C1=CC=CC=C1